Cl.C(C)OC(C(C1=NC=CN=C1)N)=O 2-amino-2-pyrazin-2-yl-acetic acid ethyl ester hydrochloride